OC(COC1=CC(=C(C=C1)N1NC(=C(C(=N1)C1=C(C=C(C=C1)C)C)C1=C(C=CC=C1)O)C1=C(C=C(C=C1)C)C)O)COCCCCCCCCCCCCC 2-[4-[(2-hydroxy-3-tridecyloxypropyl)oxy]-2-hydroxyphenyl]-4,6-bis(2,4-dimethylphenyl)-mono(hydroxyphenyl)triazine